C1(C=CC=C1)[Ti](N(C)C)(N(C)C)N(C)C (cyclopentadienyl)tris(dimethylamino)titanium